C(#N)C1CC2(C1)C[C@H](N(CC2)CC2=C1C=CNC1=C(C=C2OC)C)C2=CC=C(C(=O)NC13CCC(CC1)(CC3)C(=O)O)C=C2 4-(4-((2S,4r,6S)-2-cyano-7-((5-methoxy-7-methyl-1H-indol-4-yl)methyl)-7-azaspiro[3.5]nonan-6-yl)benzamido)bicyclo[2.2.2]octane-1-carboxylic acid